3-(1-methylethyl)-1H-1,2,4-triazole-5-amine CC(C)C1=NNC(=N1)N